N[C@@H]1C(N(CC1)C1=CC(=CC(=N1)N1CC=2C(=NC=CC2C1=O)C1=C(C=CC=C1OC)F)C)=O 2-(6-((S)-3-amino-2-oxopyrrolidin-1-yl)-4-methylpyridin-2-yl)-4-(2-fluoro-6-methoxyphenyl)-2,3-dihydro-1H-pyrrolo[3,4-c]pyridin-1-one